ClC=1N=C2C(=NC1C1N(CCC(C1)O)S(=O)(=O)N)N(C(=N2)C2=NC(=CC=C2)OCC)C2=C(C=CC=C2OC)OC (5-chloro-1-(2,6-dimethoxyphenyl)-2-(6-ethoxypyridin-2-yl)-1H-imidazo[4,5-b]pyrazin-6-yl)-4-hydroxypiperidine-1-sulfonamide